[Sb+2].C1(=CC=CC=C1)C(=O)C1=CNC2=CC=CC=C2C1C1=CC=CC=C1 phenyl-(4-phenyl-1,4-dihydroquinolin-3-yl)methanone antimony (ii)